silolin [SiH]1=CCCC1